C(C)(=O)NC1([C@H]([C@H]2[C@H](C(N(C2)C(=O)OC(C)(C)C)C)C1)CC=C)C(NC(C)(C)C)=O tert-butyl (3aR,4S,6aR)-5-acetamido-4-allyl-5-(tert-butylcarbamoyl)-1-methylhexahydrocyclopenta[c]pyrrole-2(1H)-carboxylate